N1-(5-carbamoyl-6-methoxypyridin-3-yl)-N2-((1R,2R)-2-(difluoromethoxy)cyclopentyl)-N2-((5-(trifluoromethyl)pyridin-2-yl)methyl)oxalamide C(N)(=O)C=1C=C(C=NC1OC)NC(C(=O)N(CC1=NC=C(C=C1)C(F)(F)F)[C@H]1[C@@H](CCC1)OC(F)F)=O